ClC=1N=C(C(=NC1)C=O)NC1=CC=C(C=C1)OC(F)F 5-chloro-3-((4-(difluoromethoxy)phenyl)amino)pyrazine-2-carbaldehyde